(6-((2-chloro-5-cyclopropylpyrimidin-4-yl)amino)quinoxalin-5-yl)dimethylphosphine oxide ClC1=NC=C(C(=N1)NC=1C(=C2N=CC=NC2=CC1)P(C)(C)=O)C1CC1